FC1=CC=C(C=C1)N1N=C2N=C(C=CC2=C1)N1CC(C1)S(=O)(=O)N(C)C 1-(2-(4-Fluorophenyl)-2H-pyrazolo[3,4-b]pyridin-6-yl)-N,N-dimethylazetidine-3-sulfonamide